C(#N)C(CC1=CNC2=CC=CC=C12)NC(=O)[C@@H]1[C@H]2C([C@H]2CN1C([C@H](C(C)(C)C)NC(C(F)(F)F)=O)=O)(C)C (1R,2S,5S)-N-[1-cyano-2-(1H-indol-3-yl)ethyl]-3-[(2S)-3,3-dimethyl-2-[(2,2,2-trifluoroacetyl)amino]butanoyl]-6,6-dimethyl-3-azabicyclo[3.1.0]hexane-2-carboxamide